2-(3-bromo-5-methoxy-4-(3-bromopropionoyloxy)phenyl)-1H-benzo[d]imidazole-4-carboxamide BrC=1C=C(C=C(C1OC(CCBr)=O)OC)C1=NC2=C(N1)C=CC=C2C(=O)N